5-[2-(2-cyclohexylethylamino)-4-methyl-thiazol-5-yl]-2-methoxy-N-(3-piperidyl)benzenesulfonamide C1(CCCCC1)CCNC=1SC(=C(N1)C)C=1C=CC(=C(C1)S(=O)(=O)NC1CNCCC1)OC